ClC1=C(C=C(C(=C1)B1OC(C(O1)(C)C)(C)C)C)[Si](C)(C)C [2-chloro-5-methyl-4-(4,4,5,5-tetramethyl-1,3,2-dioxaborolan-2-yl)phenyl]-trimethyl-silane